(R)-N-(2-(2-methoxypyrimidin-4-yl)-1H-pyrrolo[3,2-c]pyridin-6-yl)-1-((tetrahydrofuran-3-yl)methyl)-1H-pyrazole-4-carboxamide COC1=NC=CC(=N1)C1=CC=2C=NC(=CC2N1)NC(=O)C=1C=NN(C1)C[C@@H]1COCC1